(S)-1-(1-acryloylpyrrolidin-3-yl)-5-amino-3-((3,5-dimethoxyphenyl)ethynyl)-1H-pyrazole-4-carboxamide C(C=C)(=O)N1C[C@H](CC1)N1N=C(C(=C1N)C(=O)N)C#CC1=CC(=CC(=C1)OC)OC